tert-butyl-3-(4-(N-(3-chlorophenyl)-N-((5-(5-(difluoromethyl)-1,3,4-oxadiazol-2-yl)pyridin-2-yl)methyl)sulfamoyl)piperidin-1-yl)azetidine C(C)(C)(C)N1CC(C1)N1CCC(CC1)S(N(CC1=NC=C(C=C1)C=1OC(=NN1)C(F)F)C1=CC(=CC=C1)Cl)(=O)=O